2-(1-phenylcyclopropyl)-6-(2-(3-(trifluoromethyl)phenyl)acetyl)-3,5,6,7,8,9-hexahydro-4H-pyrimido[5,4-c]azepin-4-one C1(=CC=CC=C1)C1(CC1)C=1NC(C=2CN(CCCC2N1)C(CC1=CC(=CC=C1)C(F)(F)F)=O)=O